[Sn].C(CCCCCCCC)C1=C(C=CC=C1)O.C(CCCCCCCC)C1=C(C=CC=C1)O bis(nonylphenol) tin